tert-Butyl (4-(5-chloro-3-(ethylsulfonyl)-1-(((4,5,6,7-tetrahydro-1H-indazol-3-yl)methyl)amino)-7,9-dihydrofuro[3,4-f]quinazolin-6-yl)-3-cyano-7-fluorobenzo[b]thiophen-2-yl)carbamate ClC1=C(C2=C(C=3C(=NC(=NC13)S(=O)(=O)CC)NCC1=NNC=3CCCCC13)COC2)C2=CC=C(C=1SC(=C(C12)C#N)NC(OC(C)(C)C)=O)F